CCCCCCCCCCCCCCCCCC(=O)OC[C@H](COP(=O)([O-])OC[C@H](CO)O)OC(=O)CCCCCCCCCCCCCCC The molecule is a 1,2-diacyl-sn-glycero-3-phospho-(1'-sn-glycerol)(1-) in which the 1- and 2-acyl groups are specified as octadecanoyl (stearoyl) and hexadecanoyl (palmitoyl) respectively; major species at pH 7.3. It is a conjugate base of a 2-hexadecanoyl-1-octadecanoyl-sn-glycero-3-phospho-(1'-sn-glycerol).